BrC=1C(=CC2=C(N=C(O2)S)C1)Br 5,6-dibromobenzo[d]oxazole-2-thiol